ethyl (2R)-6-[(1S,4S,5R)-5-[[5-cyclopropyl-3-(2,6-dichlorophenyl)-1,2-oxazol-4-yl]methoxy]-2-azabicyclo[2.2.1]heptan-2-yl]-1,2,3,4-tetrahydronaphthalene-2-carboxylate C1(CC1)C1=C(C(=NO1)C1=C(C=CC=C1Cl)Cl)CO[C@H]1[C@@H]2CN([C@H](C1)C2)C=2C=C1CC[C@H](CC1=CC2)C(=O)OCC